N[C@@H](C(=O)C1C(C2=CC=C(C=C2C1=O)C(=O)C=1C=C2C(C(C(C2=CC1)=O)C([C@@H](C(C)C)N)=O)=O)=O)C(C)C 2-[(2R)-2-amino-3-methylbutanoyl]-5-{2-[(2R)-2-amino-3-methylbutanoyl]-1,3-dioxo-2,3-dihydro-1H-indene-5-carbonyl}-2,3-dihydro-1H-indene-1,3-dione